COC1=NC=C(C=N1)C(CC(=O)O)N1N=CC2=CC(=CC=C12)OCCC1=NC=2NCCCC2C=C1 3-(2-methoxypyrimidin-5-yl)-3-(5-(2-(5,6,7,8-tetrahydro-1,8-naphthyridin-2-yl)ethoxy)-1H-indazol-1-yl)propionic acid